4-(4-Chlorophenyl)-6-(1,3,4,5-tetrahydro-2H-benzazepin-2-yl)pyrimidin-2-amine ClC1=CC=C(C=C1)C1=NC(=NC(=C1)C1NC2=C(CCC1)C=CC=C2)N